F[C@H]1C[C@H](N(C1)C(CN1CCC(CC1)OC1=CC=C2C=CN=CC2=C1)=O)C#N (2S,4S)-4-fluoro-1-[2-[4-(7-isoquinolyloxy)-1-piperidyl]acetyl]pyrrolidine-2-carbonitrile